FC(C1=NN(C(=C1)C(F)F)CC(=O)N1CCC(CC1)C=1SC=C(N1)C1=NO[C@@H](C1)C1=C(C=CC=C1Cl)OS(=O)(=O)C)F methanesulfonic acid-2-{(5S)-3-[2-(1-{[3,5-bis(difluoromethyl)-1H-pyrazol-1-yl]acetyl}piperidin-4-yl)-1,3-thiazol-4-yl]-4,5-dihydro-1,2-oxazol-5-yl}-3-chlorophenyl ester